ethyl 2-[[4-[[4-(trifluoromethyl)phenyl]methyl]pyrazolo[1,5-a]pyridine-3-carbonyl]amino]spiro[3.3]heptane-6-carboxylate FC(C1=CC=C(C=C1)CC=1C=2N(C=CC1)N=CC2C(=O)NC2CC1(C2)CC(C1)C(=O)OCC)(F)F